ClC=1C(N(C(=CC1OCC1=NC=C(C=C1F)F)C)C1=CC(=NC=C1Cl)C1=NC(=NC=C1)C(C(=O)NC)(C)C)=C=O (R)-2-(4-(3,5'-dichloro-4-((3,5-difluoropyridin-2-yl)methoxy)-6-methyl-2-carbonyl-2H-[1,4'-bipyridyl]-2'-yl)pyrimidin-2-yl)-N,2-dimethylpropionamide